4-((2S,3S,4R,5S)-3-(3,4-difluoro-2-methoxyphenyl)-4-methyl-5-(trifluoromethyl)tetrahydrofuran-2-carboxamido)picolinamide FC=1C(=C(C=CC1F)[C@H]1[C@H](O[C@@H]([C@@H]1C)C(F)(F)F)C(=O)NC1=CC(=NC=C1)C(=O)N)OC